FC1(C[C@H](CN(C1)C(=O)N1C=NC=C1)N1C(C(CC1)C)=O)F 1-[(3R)-5,5-difluoro-1-(1H-imidazole-1-carbonyl)piperidin-3-yl]-3-methylpyrrolidin-2-one